Dimethyl(2-methacryloyloxyethyl)(carboxylatomethyl)aminium C[N+](CC(=O)[O-])(CCOC(C(=C)C)=O)C